2-(2-hydroxy-5-methyl-phenyl)-2H-benzotriazole OC1=C(C=C(C=C1)C)N1N=C2C(=N1)C=CC=C2